4,6-dichloropyrimidine-4,5,6-13C3 Cl[13C]1=NC=N[13C](=[13CH]1)Cl